5-chloro-2-fluoro-4-(2-methoxypyridin-4-yl)aniline ClC=1C(=CC(=C(N)C1)F)C1=CC(=NC=C1)OC